tert-Butyl (2S)-2-{[({[(2S,5R)-6-hydroxy-7-oxo-1,6-diazabicyclo[3.2.1]oct-2-yl]carbonyl}amino)oxy]methyl}piperidine-1-carboxylate ON1[C@@H]2CC[C@H](N(C1=O)C2)C(=O)NOC[C@H]2N(CCCC2)C(=O)OC(C)(C)C